(4-methylaminophenyl)-3-methyl-monophenyl-1,4,5,7-tetrahydro-6H-pyrazolo[3,4-b]pyridin-6-one CNC1=CC=C(C=C1)C1C2=C(NC(C1)=O)N(N=C2C)C2=CC=CC=C2